NC=1C=CC(=C(C1)C1=CC=CC=C1)Cl 5-amino-2-chlorobiphenyl